ClC1=C(C(=CC=C1O)Cl)C(C(=O)N)=C 2-(2,6-dichloro-3-hydroxyphenyl)acrylamide